2-(1-(1-(3-isopropyl-1,2,4-oxadiazol-5-yl)piperidin-4-yl)ethoxy)-6-(2-(trifluoromethyl)-4-(methylthio)phenyl)imidazo[2,1-b][1,3,4]thiadiazole C(C)(C)C1=NOC(=N1)N1CCC(CC1)C(C)OC1=NN2C(S1)=NC(=C2)C2=C(C=C(C=C2)SC)C(F)(F)F